FC1=C(NC2=CC(=C(C=C2)OC)F)C(=C(C(=C1F)F)F)SC 2,3,4,5-tetrafluoro-N-(3-fluoro-4-methoxyphenyl)-6-(methylthio)aniline